FC1=C(C(=CC(=C1)OC)F)CC(=O)O 2-(2,6-difluoro-4-methoxyphenyl)acetic acid